CC(C[C@H](N)C(=O)[O-])C(=O)[O-] γ-methylglutamate